ClC1=C2C(=NN(C2=C(C=C1)[N+](=O)[O-])CCCF)N(S(=O)(=O)C)CC1=CC=C(C=C1)OC N-(4-chloro-1-(3-fluoropropyl)-7-nitro-1H-indazol-3-yl)-N-(4-methoxybenzyl)methanesulfonamide